FC1=CC=C(C=C1)C(C(=O)O)=O 2-(4-fluorophenyl)-2-oxoacetic acid